ClC=1C=C(C=CC1F)C(C=1NC=C(N1)S(=O)(=O)C1CN(C1)C)C1=CC(=C(C=C1)F)Cl 2-[bis(3-chloro-4-fluorophenyl)methyl]-4-(1-methylazetidin-3-yl)sulfonyl-1H-imidazole